CN1N=C(N=N1)C1=CC=C(C(=O)O)C=C1 4-(2-methyl-2H-tetrazol-5-yl)benzoic acid